C(C)N1C(=NC(=C1)C(F)(F)F)C1=CC=C(C=C1)CO (4-(1-ethyl-4-(trifluoromethyl)-1H-imidazol-2-yl)phenyl)methanol